N5-(cyclopropylmethyl)-N5-Phenyl-[1,2,4]triazolo[4,3-a]quinazoline-5,8-diamine C1(CC1)CN(C1=NC=2N(C3=CC(=CC=C13)N)C=NN2)C2=CC=CC=C2